5-[[[5-[(2S)-2-[2-[tertbutyl(dimethyl)silyl]oxyethyl]-1-piperidyl]-3-ethyl-pyrazolo[1,5-a]pyrimidin-7-yl]amino]methyl]pyridin-2-ol C(C)(C)(C)[Si](OCC[C@H]1N(CCCC1)C1=NC=2N(C(=C1)NCC=1C=CC(=NC1)O)N=CC2CC)(C)C